NC1=CC(=C(C=C1)Cl)N 1,3-diamino-4-chlorobenzene